COC=1N=CC(=NC1)CC#N 2-(5-methoxypyrazin-2-yl)acetonitrile